N-(1-(5-fluoro-2-(2-methoxyethoxy)phenyl)ethyl)-3-(1H-pyrazol-4-yl)pyrazolo[1,5-a]pyrimidin-5-amine FC=1C=CC(=C(C1)C(C)NC1=NC=2N(C=C1)N=CC2C=2C=NNC2)OCCOC